Cl.[NH2+]1C(CCC=C1)C1=CC=[NH+]C=C1 tetrahydro-2,4'-bipyridinium hydrochloride